(2R,3S)-3-((2-(2-ethoxy-7-methylquinoxalin-5-yl)-5-fluorobenzo[d]thiazol-6-yl)oxy)butan-2-yl (2-(2-hydroxyethyl)pyrimidin-5-yl)carbamate OCCC1=NC=C(C=N1)NC(O[C@H](C)[C@H](C)OC1=CC2=C(N=C(S2)C2=C3N=CC(=NC3=CC(=C2)C)OCC)C=C1F)=O